[I-].CC(C(=O)OCCCCC1=C(C=CC=C1)[P+](C)(C)C)(C)C [4-(trimethylacetoxy)butyl]trimethylphenyl-phosphonium iodide